tert-butyl (8-bromo-2-cyanoimidazo[1,2-c]pyrimidin-5-yl)((5-fluoro-3-oxo-2,3-dihydrobenzofuran-4-yl)methyl)carbamate BrC=1C=2N(C(=NC1)N(C(OC(C)(C)C)=O)CC1=C(C=CC3=C1C(CO3)=O)F)C=C(N2)C#N